C(C)(C)(C)OC(=O)N1CC=C(C=C1)CC1=CC(=C(C=C1)F)N 4-(3-amino-4-fluorobenzyl)pyridine-1-carboxylic acid tert-butyl ester